NC1=NN2C(C=C(C=C2)C=2C(=C(C(=O)NCCC(O)C3=CC=C(C=C3)Cl)C(=CC2F)C)F)=N1 3-(2-amino-[1,2,4]triazolo[1,5-a]pyridin-7-yl)-N-(3-(4-chlorophenyl)-3-hydroxypropyl)-2,4-difluoro-6-methylbenzamide